C(C1CO1)OC(CC[Si](OCC)(OCC)OCC)CCCCC 3-Glycidyloxyoctyl-triethoxysilan